3-(8-(4-fluoro-2-(methylsulfonyl)phenyl)quinolin-5-yl)propionic acid FC1=CC(=C(C=C1)C=1C=CC(=C2C=CC=NC12)CCC(=O)O)S(=O)(=O)C